3-(2,6-dichlorophenyl)-7-(1,2,3,4-tetrahydroisoquinolin-6-ylamino)-2H-pyrimido[5,4-e][1,3]oxazin-4(3H)-one ClC1=C(C(=CC=C1)Cl)N1COC2=C(C1=O)C=NC(=N2)NC=2C=C1CCNCC1=CC2